6-methoxy-1'-((1-phenyl-1H-pyrazol-4-yl)methyl)-3H-spiro[isobenzofuran-1,4'-piperidine]-3-carboxamide COC1=CC=C2C(OC3(CCN(CC3)CC=3C=NN(C3)C3=CC=CC=C3)C2=C1)C(=O)N